1-[(1,1-dimethylethyl)dimethylsilyl]-1H-imidazole CC(C)(C)[Si](N1C=NC=C1)(C)C